NC=1C=2N(C=CN1)C(=NC2C2=CC=C(C=C2)OCCC2=CC=CC=C2)[C@H]2N(CCC2)C(C#CC)=O (S)-1-(2-(8-amino-1-(4-phenethoxyphenyl)imidazo[1,5-a]pyrazin-3-yl)pyrrolidin-1-yl)but-2-yn-1-one